(5-chloro-2-(piperazin-1-yl)pyrimidin-4-yl)(3-methoxyazetidin-1-yl)methanone ClC=1C(=NC(=NC1)N1CCNCC1)C(=O)N1CC(C1)OC